CCCCC/C=C/O heptenol